2-AMINO-4-BORONOBUTANOIC ACID NC(C(=O)O)CCB(O)O